N,N'-bis(3-dimethoxymethylsilylpropyl)urea COC(OC)[SiH2]CCCNC(=O)NCCC[SiH2]C(OC)OC